C(C)SC=1C(=NC=CC1)C(=O)NC 3-ethylsulfanyl-N-methyl-pyridine-2-carboxamide